O[C@@H](CC(=O)SCCNC(CCNC([C@@H](C(COP(OP(OC[C@@H]1[C@H]([C@H]([C@@H](O1)N1C=NC=2C(N)=NC=NC12)O)OP(=O)(O)O)(=O)O)(=O)O)(C)C)O)=O)=O)C (R)-3-hydroxybutyryl-coenzyme A